tert-butyl 3-(4-((tert-butyldiphenylsiloxy)methyl)piperidin-1-yl)azetidine-1-carboxylate O([Si](C1=CC=CC=C1)(C1=CC=CC=C1)C(C)(C)C)CC1CCN(CC1)C1CN(C1)C(=O)OC(C)(C)C